(S)-4-(1-(1-(3-chlorobenzyl)-5-(3,5-difluorophenyl)-1H-indol-7-amido)ethyl)benzoic acid ClC=1C=C(CN2C=CC3=CC(=CC(=C23)C(=O)N[C@@H](C)C2=CC=C(C(=O)O)C=C2)C2=CC(=CC(=C2)F)F)C=CC1